BrC1=C(C=CC=C1)C1=CC(=CC=C1)C 2-bromo-3'-methyl-1,1'-biphenyl